(4-hydroxy-2,2-dimethylbutyl)carbamic acid tert-butyl ester C(C)(C)(C)OC(NCC(CCO)(C)C)=O